N-(3-(2,2-difluoroacetamido)-2,4-difluorophenyl)-2-fluorobenzamide FC(C(=O)NC=1C(=C(C=CC1F)NC(C1=C(C=CC=C1)F)=O)F)F